5-(5-Cyano-2-(trifluoromethoxy)phenyl)-N-((3R,5S)-5-(methoxymethyl)pyrrolidin-3-yl)oxazole-2-carboxamide C(#N)C=1C=CC(=C(C1)C1=CN=C(O1)C(=O)N[C@H]1CN[C@@H](C1)COC)OC(F)(F)F